ClC1=CC=C(C(=C1)Cl)Cl 2,4,5-trichloro-benzene